3-(7-(4-bromo-3-(trifluoromethyl)benzoyl)-6-methyl-3-(4-(methylcarbamoyl)phenyl)-4-oxo-3,4,5,6,7,8-hexahydropyrido[3,4-d]Pyrimidine-2-yl)pyrrolidine-1-carboxylic acid tert-butyl ester C(C)(C)(C)OC(=O)N1CC(CC1)C=1N(C(C2=C(N1)CN(C(C2)C)C(C2=CC(=C(C=C2)Br)C(F)(F)F)=O)=O)C2=CC=C(C=C2)C(NC)=O